ClC1=CC2=C(N(C(N2C)=O)C)C=C1OC 5-chloro-6-methoxy-1,3-dimethyl-1,3-dihydro-2H-benzo[d]imidazol-2-one